2,3-bis[[3-[3,5-di-tert-butyl-4-hydroxyphenyl]propionyl]]propionylhydrazine C(C)(C)(C)C=1C=C(C=C(C1O)C(C)(C)C)CCC(=O)C(C(=O)NN)CC(CCC1=CC(=C(C(=C1)C(C)(C)C)O)C(C)(C)C)=O